chlorostearone ClCCCCCCCCCCCCCCCCCC(CCCCCCCCCCCCCCCCC)=O